(2S)-2-((2S)-2-((((1-(tert-butoxycarbonyl)-1,2,3,4-tetrahydroquinolin-4-yl)oxy)carbonyl)amino)-4-methylpentanamido)-1-hydroxy-3-((S)-2-oxopyrrolidin-3-yl)propane-1-sulfonate C(C)(C)(C)OC(=O)N1CCC(C2=CC=CC=C12)OC(=O)N[C@H](C(=O)N[C@H](C(S(=O)(=O)[O-])O)C[C@H]1C(NCC1)=O)CC(C)C